C(C)(=O)C=1C(=C(C=C(C1)Cl)NC(=O)NC=1C=C2C(N(C=NC2=CC1)CCOC)=O)O 1-(3-acetyl-5-chloro-2-hydroxyphenyl)-3-(3-(2-methoxyethyl)-4-oxo-3,4-dihydroquinazolin-6-yl)urea